FC1=CC=C(C=C1)C(CO)CO 2-(4-fluorophenyl)propane-1,3-diol